1H-indazol-6-amin N1N=CC2=CC=C(C=C12)N